(3E)-1-bromo-12,12-dinonyloxy-3-dodecene BrCC\C=C\CCCCCCCC(OCCCCCCCCC)OCCCCCCCCC